3-Chloro-5-methyl-6-(2,2,2-trifluoro-1,1-dimethyl-ethyl)pyrrolo[2,3-b]pyrazine ClC1=CN=C2C(=N1)N(C(=C2)C(C(F)(F)F)(C)C)C